(2R,5R)-3-(4-aminophenylethyl)-2-(1-(4-bromophenyl)-3-(5-chloropyridin-2-yl)-1H-pyrazol-4-yl)-5-methyloxazolidin-4-one NC1=CC=C(C=C1)CCN1[C@H](O[C@@H](C1=O)C)C=1C(=NN(C1)C1=CC=C(C=C1)Br)C1=NC=C(C=C1)Cl